CN1C=2C=CC(=NC2C(=C(C1=O)[N+](=O)[O-])N1CCC(CC1)OC1=CC=C(C=C1)OC(F)(F)F)C#N 5-Methyl-7-nitro-6-oxo-8-(4-(4-(trifluoromethoxy)phenoxy)piperidin-1-yl)-5,6-dihydro-1,5-naphthyridin-2-carbonitril